N(=[N+]=[N-])CCOCCOCCOCCOCCOC1=CC=C(C2=CC=CC=C12)C1=CC=C(C=C1)[C@H](CC(=O)O)NC(CNC(CCCCNC(=N)N)=O)=O (S)-3-(4-(4-((14-azido-3,6,9,12-tetraoxatetradecyl)oxy)naphthalen-1-yl)phenyl)-3-(2-(5-guanidinopentanamido)acetamido)propanoic acid